trans-3-[4-[(1R)-4,5-dichloro-6-oxo-pyridazin-1-yl]cyclohexyl]-1H-benzimidazol-2-one ClC=1C=NN(C(C1Cl)=O)[C@@H]1CC[C@H](CC1)N1C(NC2=C1C=CC=C2)=O